(±)-tert-butyl (1S,4R)-2-(((methylthio)carbonothioyl)oxy)-7-azabicyclo[2.2.1]heptane-7-carboxylate CSC(=S)O[C@H]1[C@@H]2CC[C@H](C1)N2C(=O)OC(C)(C)C |&1:5|